Barium chlorat Cl(=O)(=O)[O-].[Ba+2].Cl(=O)(=O)[O-]